C1(=CC=CC=C1)C1=CC=NC=C1C(=O)NC1=CNC2=NC=C(C=C21)C2=CC=CC=C2 4-phenyl-N-(5-phenyl-1H-pyrrolo[2,3-b]pyridin-3-yl)nicotinamide